[Fe+2].CC1=C(N)C(=CC=C1)C 2,6-dimethylaniline iron (II)